C(C)(C)(C)OC(=O)N1C=C(C=2C1=CN=C(C2)N2CCC(CC2)NC(=O)OC(C)(C)C)C(C)C 5-(4-((tert-Butoxycarbonyl)amino)piperidin-1-yl)-3-isopropyl-1H-pyrrolo[2,3-c]pyridine-1-carboxylic acid tert-butyl ester